2-(5-Amino-4-methoxypyrazolo[1,5-a]pyridin-3-yl)propanenitrile hydrochloride Cl.NC1=C(C=2N(C=C1)N=CC2C(C#N)C)OC